methyl (2S)-5-cyclobutoxy-6-[1-(1,1-dioxo-1λ6-thian-3-yl)-1H-pyrazol-4-yl]-2-methyl-1,2,3,4-tetrahydroquinoline-1-carboxylate C1(CCC1)OC1=C2CC[C@@H](N(C2=CC=C1C=1C=NN(C1)C1CS(CCC1)(=O)=O)C(=O)OC)C